2,2-dimethyl-6,6,7,7,8,8,8-heptafluorooctane CC(C)(CCCC(C(C(F)(F)F)(F)F)(F)F)C